FC1=CC(=C(C=C1)C=1C=NC=2N(N1)C=C(N2)COC2=NC=CC=C2)C 2-(4-fluoro-2-methyl-phenyl)-6-(2-pyridyloxymethyl)imidazo[1,2-b][1,2,4]triazine